3,7-dimethyl-9-(2,6,6-trimethyl-1-cyclohexen-1-yl)-2,4,6,8-nonatetraen-1-ol CC(=CCO)C=CC=C(C=CC1=C(CCCC1(C)C)C)C